tert-butyl (3S,4R)- or (3R,4S)-3-(((benzyloxy)carbonyl)amino)-4-(hydroxymethyl)pyrrolidine-1-carboxylate C(C1=CC=CC=C1)OC(=O)N[C@@H]1CN(C[C@H]1CO)C(=O)OC(C)(C)C |o1:11,15|